2-[[2-chloro-5-(1-methyl-pyrazol-3-yl)phenyl]methylamino]-5-ethyl-4H-[1,2,4]triazolo[1,5-a]pyrimidin-7-one ClC1=C(C=C(C=C1)C1=NN(C=C1)C)CNC1=NN2C(NC(=CC2=O)CC)=N1